trans-tert-butyl(3-((6-(4-(benzyloxy)-2-ethyl-5-fluorophenyl)imidazo[1,5-a]pyridine-8-yl)oxy)cyclobutyl)carbamate C(C)(C)(C)OC(N[C@@H]1C[C@H](C1)OC=1C=2N(C=C(C1)C1=C(C=C(C(=C1)F)OCC1=CC=CC=C1)CC)C=NC2)=O